BrC1=C(C(=O)OC)C=C(C=C1)NC1=NC=C(C(=N1)NC1CCCCC1)C(F)(F)F methyl 2-bromo-5-((4-(cyclohexylamino)-5-(trifluoromethyl)pyrimidin-2-yl)amino)benzoate